2-(5-(3-(2-azaspiro[3.5]nonan-2-yl)phenyl)-2-(cyclopropylmethyl)-1-(3-fluoro-4-sulfamoylbenzyl)-1H-pyrrol-3-yl)thiazole-4-carboxylic acid C1N(CC12CCCCC2)C=2C=C(C=CC2)C2=CC(=C(N2CC2=CC(=C(C=C2)S(N)(=O)=O)F)CC2CC2)C=2SC=C(N2)C(=O)O